Palmitoyl-Phytosphingosine C(CCCCCCCCCCCCCCC)(=O)C(O)[C@H](N)[C@H](O)[C@H](O)CCCCCCCCCCCCCC